(2S,3R,4R)-2-((((9H-fluoren-9-yl)methoxy)carbonyl)amino)-4,5-diacetoxy-3-methylpentanoic acid C1=CC=CC=2C3=CC=CC=C3C(C12)COC(=O)N[C@H](C(=O)O)[C@H]([C@H](COC(C)=O)OC(C)=O)C